3-{(1R)-1-[(6,7-dimethoxy-2-methylquinazolin-4-yl)amino]ethyl}benzamide COC=1C=C2C(=NC(=NC2=CC1OC)C)N[C@H](C)C=1C=C(C(=O)N)C=CC1